dimethyl stilbenedioate C1(=C(C(=CC=C1)C(=O)OC)C(=O)OC)C=CC1=CC=CC=C1